FC(OC[C@@H]1CCC=2C(=NC(=CC2C2=CN=C(S2)C)C(=O)N)O1)F |o1:4| (S)- or (R)-2-((difluoromethoxy)methyl)-5-(2-methylthiazol-5-yl)-3,4-dihydro-2H-pyrano[2,3-b]pyridine-7-carboxamide